2-(2-methylpyrrolidin-2-yl)-1H-benzimidazole-4-carboxamide CC1(NCCC1)C1=NC2=C(N1)C=CC=C2C(=O)N